[Pt].C(=C)[Si](O[Si](C)(C)C)(C)C=C divinyl-tetramethyl-disiloxane platinum (0)